2-chloro-1,1,2-trifluoroethylmethyl ether ClC(C(F)(F)COCC(C(Cl)F)(F)F)F